2-(3-(4-hydroxy-phenyl)-2-methoxycarbonyl-acrylamido)-benzoic acid methyl ester COC(C1=C(C=CC=C1)NC(C(=CC1=CC=C(C=C1)O)C(=O)OC)=O)=O